ClCC1=NN(C=C1)C1=CC=C(C=C1)C(F)(F)F 3-(chloromethyl)-1-(4-(trifluoromethyl)phenyl)-1H-pyrazole